3-methoxy-4-(2-{[4-(piperidin-4-yl)-2,3-dihydro-1-benzofuran-7-yl]amino}quinazolin-8-yl)benzamide COC=1C=C(C(=O)N)C=CC1C=1C=CC=C2C=NC(=NC12)NC1=CC=C(C=2CCOC21)C2CCNCC2